1,3-dimethyl-cyclopentanol CC1(CC(CC1)C)O